BrC1=C(SC=C1)C(=O)N1CCN(CC1)C1=C(C=CC=C1)NCCC1=CC=C(C=C1)Cl (3-bromothien-2-yl)(4-(2-((4-chlorophenylethyl)amino)phenyl)piperazin-1-yl)methanone